ClC1=CC=C(C=C1)N1C2=NC(=NC(=C2N=C1C=1C=NC(=CC1)C#N)N1CCC(CC1)(C(=O)N)C)N(C)CC(C)(C)O 1-[9-(4-chlorophenyl)-8-(6-cyano-3-pyridinyl)-2-[(2-hydroxy-2-methyl-propyl)-methyl-amino]purin-6-yl]-4-methyl-piperidine-4-carboxamide